5-((1-Benzylpiperidin-4-yl)(methyl)amino)-3-fluoro-N-(6-fluoropyridin-2-yl)-6-methylpyridine-2-sulfonamide trifluoroacetate salt FC(C(=O)O)(F)F.C(C1=CC=CC=C1)N1CCC(CC1)N(C=1C=C(C(=NC1C)S(=O)(=O)NC1=NC(=CC=C1)F)F)C